2-(4-(aminomethyl)phenyl)-N-(1-methylpiperidin-4-yl)-1-(2,2,2-trifluoroethyl)-1H-indol-4-amine NCC1=CC=C(C=C1)C=1N(C=2C=CC=C(C2C1)NC1CCN(CC1)C)CC(F)(F)F